O[C@H]1[C@@H](O)[C@@H](O)[C@H](O)CO1 beta-D-lyxose